Lithium chlorit Cl(=O)[O-].[Li+]